C1=CC=CC=2C3=CC=CC=C3C(C12)COC(=O)N[C@](C(=O)O)(CCCCCC#C)C (S)-2-((((9H-Fluoren-9-yl)methoxy)carbonyl)amino)-2-methylnon-8-ynoic acid